heptadecan-9-yl 4-bromobutyrate BrCCCC(=O)OC(CCCCCCCC)CCCCCCCC